O=C1CCOC2=CC(=C(C=C12)C1=CC=CC=C1)OC=1C(=C(C(=O)N)C=CC1)CC1=CC=NC=C1 ((4-oxo-6-phenylchroman-7-yl)oxy)(pyridin-4-ylmethyl)benzamide